1-(3-fluoropropyl)azetidine-3-amine hydrochloride Cl.FCCCN1CC(C1)N